BrC1=CC=C(C(=N1)NC(=O)[C@H]1N([C@@H]2C[C@@]2(C1)COCCN(C)C)C(=O)OC(C)(C)C)C (1R,3S,5S)-tert-Butyl 3-(6-bromo-3-methylpyridin-2-ylcarbamoyl)-5-((2-(dimethylamino)ethoxy)methyl)-2-azabicyclo[3.1.0]hexane-2-carboxylate